FC1=CC=C(C=C1)C=1C(C2=CC(=CC=C2C1C=1N=CSC1C)OCCOC1=CC=C(C=C1)OC)=O 2-(4-Fluorophenyl)-6-(2-(4-methoxyphenoxy)ethoxy)-3-(5-methylthiazol-4-yl)-1H-inden-1-one